5-(1-(azidomethyl)cyclopropyl)-2-(3-bromophenyl)-2-methylpentanoic acid N(=[N+]=[N-])CC1(CC1)CCCC(C(=O)O)(C)C1=CC(=CC=C1)Br